1-cyclopropyl-4-(1-ethoxyvinyl)-1H-pyrazole C1(CC1)N1N=CC(=C1)C(=C)OCC